keto-oxygen O=O